C(C)(C)(C)OC(=O)N[C@@H](CC(=O)OCC)C=1C=C(C=C(C1F)C1CC1)C1=C(C=CC=C1C)O ethyl (3S)-3-[(tert-butoxycarbonyl)amino]-3-{5-cyclopropyl-4-fluoro-2'-hydroxy-6'-methyl-[1,1'-biphenyl]-3-yl}propanoate